(S)-(4-(4-fluoropyrazolo[1,5-a]pyridin-2-yl)-6,7-dihydro-1H-imidazo[4,5-c]pyridin-5(4H)-yl)(5-(5-methoxypyridin-2-yl)-1,3,4-oxadiazol-2-yl)methanone FC=1C=2N(C=CC1)N=C(C2)[C@H]2N(CCC1=C2N=CN1)C(=O)C=1OC(=NN1)C1=NC=C(C=C1)OC